C(C)(C)(C)OC(=O)C1CN2N(C(C(=C(C2=O)Br)SC[C@@H](C(=O)OC)NC)=O)C1.BrC=1C=C(C=CC1OCOC)C(C)=O 1-(3-bromo-4-(methoxymethoxy)phenyl)ethanone tert-butyl-6-bromo-7-[(2R)-3-methoxy-2-(methylamino)-3-oxo-propyl]sulfanyl-5,8-dioxo-2,3-dihydro-1H-pyrazolo[1,2-a]pyridazine-2-carboxylate